COC1=CC=C(N=N1)[C@H]1N[C@H](COC1)C (3r,5s)-3-(6-methoxypyridazin-3-yl)-5-methylmorpholine